6-chloro-7-[(2R)-2-{[(3-chloropyridin-2-yl)oxy]methyl}pyrrolidin-1-yl]-4-oxo-1-{4h,6h,7h-pyrazolo[3,2-c][1,4]oxazin-2-yl}-1,4-dihydroquinoline-3-carboxylic acid ClC=1C=C2C(C(=CN(C2=CC1N1[C@H](CCC1)COC1=NC=CC=C1Cl)C=1C=C2COCCN2N1)C(=O)O)=O